ethyl 6-amino-4-fluoro-5-hydroxy-indane-2-carboxylate NC1=C(C(=C2CC(CC2=C1)C(=O)OCC)F)O